C(C)(C)(C)C=1C=C(C=C(C1)C(C)(C)C)C1=C(C(=CC(=C1)CCCCCCCC)B1OC(C(O1)(C)C)(C)C)OC1OCCCC1 2-(3',5'-di-tert-butyl-5-octyl-2-((tetrahydro-2H-pyran-2-yl)oxy)-[1,1'-biphenyl]-3-yl)-4,4,5,5-tetramethyl-1,3,2-dioxaborolane